CN1C(CCCCC1)(C)C 1,2,2-trimethyl-azepane